N-(2-(2-(dimethylamino)ethoxy)-5-(3-nitro-4-(1-oxo-1,2,3,4-tetrahydroisoquinolin-6-yl)-1H-pyrazol-1-yl)phenyl)acrylamide tert-butyl-ethyl-(4-(thiophen-2-yl)-1,2-phenylene)dicarbamate C(C)(C)(C)N(C(O)=O)C1=C(C=C(C=C1)C=1SC=CC1)N(C(O)=O)CC.CN(CCOC1=C(C=C(C=C1)N1N=C(C(=C1)C=1C=C2CCNC(C2=CC1)=O)[N+](=O)[O-])NC(C=C)=O)C